(E)-Ethyl 2-(2-(2-hydroxy-2-methylpropyl)hydrazono)acetate OC(CN\N=C\C(=O)OCC)(C)C